O=C1C(=CC2(CC1)CCCCC2)C#N 3-oxospiro[5.5]undec-1-ene-2-carbonitrile